N5-((1R,5S,6r)-3-Oxabicyclo[3.1.0]hexan-6-yl)-N3-methyl-1-((S)-1-(o-tolyl)ethyl)-1H-pyrazole-3,5-dicarboxamide [C@H]12COC[C@@H]2C1NC(=O)C1=CC(=NN1[C@@H](C)C1=C(C=CC=C1)C)C(=O)NC